benzyl (S)-2-(cyanomethyl)-4-(2-(((S)-1-methylpyrrolidin-2-yl)methoxy)-6,7-dihydro-5H-pyrrolo[3,4-d]pyrimidin-4-yl)piperazine-1-carboxylate C(#N)C[C@@H]1N(CCN(C1)C=1C2=C(N=C(N1)OC[C@H]1N(CCC1)C)CNC2)C(=O)OCC2=CC=CC=C2